C(=O)(OC(C)(C)C)N1CCOC[C@H](C1)N (S)-4-Boc-6-amino-[1,4]oxazepane